CC1(CC1)CC=1NC(=NN1)C1=CC=C(C=C1)C1CN(C1)C(=O)N1CC2(C1)CC(C2)N2N=C(N=C2)C(F)(F)F [3-[4-[5-[(1-methylcyclopropyl)methyl]-4H-1,2,4-triazol-3-yl]phenyl]azetidin-1-yl]-[6-[3-(trifluoromethyl)-1,2,4-triazol-1-yl]-2-azaspiro[3.3]heptan-2-yl]methanone